N-(1-(3-chlorophenyl)-6-(6-(2-methoxyethoxy)pyridin-3-yl)-1H-pyrazolo[3,4-d]pyrimidin-4-yl)-5-nitrothiophene-2-carboxamide ClC=1C=C(C=CC1)N1N=CC=2C1=NC(=NC2NC(=O)C=2SC(=CC2)[N+](=O)[O-])C=2C=NC(=CC2)OCCOC